C1(CC1)N1N=C(C=C1)NC1=NC=CC(=N1)C1=CC=CC(=N1)C1=NOC(=C1)[C@]1(C(N(CC1)C)=O)O (R)-3-(3-(6-(2-((1-Cyclopropyl-1H-pyrazol-3-yl)amino)pyrimidin-4-yl)pyridin-2-yl)isoxazol-5-yl)-3-hydroxy-1-methylpyrrolidin-2-one